COC=1C=C2C(CN(C2=CC1)C)CCN(C)C 2-(5-methoxy-1-methylindolin-3-yl)-N,N-dimethylethan-1-amine